N-(5-(Tert-butyl)isoxazol-3-yl)-1-((3-methyl-1H-pyrazolo[3,4-b]pyridin-5-yl)methyl)indolin-6-carboxamid C(C)(C)(C)C1=CC(=NO1)NC(=O)C1=CC=C2CCN(C2=C1)CC=1C=C2C(=NC1)NN=C2C